5-fluorothieno[2,3-b]pyridine-3-carbaldehyde FC=1C=C2C(=NC1)SC=C2C=O